FC=1C=C(NC2C(NC(CC2)=O)=O)C=CC1N1CCC(CC1)CC1=C2CCNCC2=C(C=C1)F 3-[3-fluoro-4-[4-[(8-fluoro-1,2,3,4-tetrahydroisoquinolin-5-yl)methyl]-1-piperidinyl]anilino]piperidine-2,6-dione